1-(1-(6,8-Difluoro-1-oxo-1,2-dihydroisoquinolin-4-yl)ethyl)-3-(4-fluorophenyl)-1-methylurea FC=1C=C2C(=CNC(C2=C(C1)F)=O)C(C)N(C(=O)NC1=CC=C(C=C1)F)C